O1C(CCCC1)N1N=CC2=C1SC(=C2)C(=O)O 1-(tetrahydro-2H-pyran-2-yl)-1H-Thieno[2,3-c]Pyrazole-5-carboxylic Acid